(R,E)-N-(3-bromo-2-methyl-5,6-dihydro-4H-pyrrolo[1,2-b]pyrazol-4-ylidene)-2-methylpropane-2-sulfinamide BrC1=C\2N(N=C1C)CC/C2=N\[S@](=O)C(C)(C)C